Aminoethyl-aminopropyltrimethoxysilan NCCCO[Si](OC)(OC)CCCN